2-(Chloromethyl)-4-methyl-5,6,7,8-tetrahydroquinazoline ClCC1=NC=2CCCCC2C(=N1)C